5-(2-(5-cyclopropyl-3-(2,6-dichlorophenyl)isoxazol-4-yl)-7-azaspiro[3.5]non-1-en-7-yl)pyrazine-2-carboxylic acid C1(CC1)C1=C(C(=NO1)C1=C(C=CC=C1Cl)Cl)C1=CC2(C1)CCN(CC2)C=2N=CC(=NC2)C(=O)O